ClC1=C(C(=CC(=C1)F)F)N1C=C(C(C2=CC(=C(N=C12)N1C[C@H]([C@@H](C1)O)O)F)=O)C(=O)N[C@H](C(F)(F)F)C 1-(2-chloro-4,6-difluorophenyl)-7-[(3R,4R)-3,4-dihydroxypyrrolidin-1-yl]-6-fluoro-4-oxo-N-[(2S)-1,1,1-trifluoroprop-2-yl]-1,4-dihydro-1,8-naphthyridine-3-carboxamide